COC=1N=C2C(=C3C(=NC2=CC1COCCN1CCCC1)CCCC3)NC3CCN(CC3)C3=CC=NC=C3 N-(2-methoxy-3-{[2-(pyrrolidin-1-yl)ethoxy]methyl}-6H,7H,8H,9H-cyclohexa[b]1,5-naphthyridin-10-yl)-1-(pyridin-4-yl)piperidin-4-amine